triose phosphate C([C@H](C=O)O)OP(=O)(O)O